ClC1=C(C=C(OCC(=O)NC23CC(C2)(C3)C(=O)NC3=NC=C(C=N3)OC)C=C1)F 3-[2-(4-chloro-3-fluorophenoxy)acetamido]-N-(5-methoxypyrimidin-2-yl)bicyclo[1.1.1]pentane-1-carboxamide